Cl.C1(CC1)CN1CC2=CC(=CC=C2CC1)NC=1C(=NN(C1)C)C 2-(cyclopropylmethyl)-N-(1,3-dimethyl-1H-pyrazol-4-yl)-1,2,3,4-tetrahydroisoquinolin-7-amine hydrochloride